5-[1-(5-amino-2-pyridyl)-3-(trifluoromethyl)pyrazol-4-yl]-N-[3-chloro-4-(3,6-diazabicyclo[3.2.0]heptane-3-carbonyl)phenyl]-1-methyl-imidazole-2-carboxamide NC=1C=CC(=NC1)N1N=C(C(=C1)C1=CN=C(N1C)C(=O)NC1=CC(=C(C=C1)C(=O)N1CC2CNC2C1)Cl)C(F)(F)F